C1(CCC1)N1C2=C([C@@H]([C@@H](C1=O)NC(C1=CC(=CC=C1)C(F)(F)F)=O)C1=CC=C(C=C1)F)C(=NN2C2=CC=CC=C2)C N-[(4S,5S)-7-cyclobutyl-4-(4-fluorophenyl)-3-methyl-6-oxo-1-phenyl-1H,4H,5H,6H,7H-pyrazolo[3,4-b]pyridin-5-yl]-3-(trifluoromethyl)benzamide